(3-methoxy-4-((4-(methylamino)-5-(trifluoromethyl)pyrimidin-2-yl)amino)phenyl)methanone COC=1C=C(C=CC1NC1=NC=C(C(=N1)NC)C(F)(F)F)C=O